ClC1=C(C=C(OCCCN2C(=CC(=C2)N(C=2C=C(C=CC2)C)CC#C)C(=O)OCC)C=C1C)C Ethyl 1-(3-(4-chloro-3,5-dimethylphenoxy) propyl)-4-(prop-2-yn-1-yl (m-tolyl) amino)-1H-pyrrole-2-carboxylate